1-((2-(2-hydroxyethoxy)pyrimidin-4-yl)methyl)-4-(3-(4-(trifluoromethyl)phenyl)-1H-pyrazolo[4,3-b]pyridin-1-yl)pyridin-2(1H)-one OCCOC1=NC=CC(=N1)CN1C(C=C(C=C1)N1N=C(C2=NC=CC=C21)C2=CC=C(C=C2)C(F)(F)F)=O